N[C@H]1C[C@H](N(CC1)C(=O)N1CC2(CCCC2)C(CC1)(F)CN1C=NC(=CC1=O)C1=CC=CC=C1)C1=CC=CC=C1 3-((7-((2s,4r)-4-amino-2-phenylpiperidine-1-carbonyl)-10-fluoro-7-azaspiro[4.5]dec-10-yl)methyl)-6-phenylpyrimidin-4(3H)-one